C(#N)C=1C=C(C=CC1)[C@]1(OCC1)CNC(=O)C1C(C1)C1CCC(CC1)(F)F N-[[(2S)-2-(3-cyanophenyl)oxetan-2-yl]methyl]-2-(4,4-difluorocyclohexyl)cyclopropanecarboxamide